CNC1=CC=C(C=C1)S(=O)(=O)CC1=CC=CC=C1 methyl-p-toluenesulfonyl-aniline